FC=1C(=CC=C2C(=NN(C12)C)C1C(NC(CC1)=O)=O)C1CCN(CC1)C[C@H]1[C@H](CNCC1)C 3-(7-fluoro-1-methyl-6-(1-(((3R,4R)-3-methylpiperidin-4-yl)methyl)piperidin-4-yl)-1H-indazol-3-yl)piperidine-2,6-dione